C(C1=CC=CC=C1)OC(=O)N[C@@H]1[C@@H](CC1)C(CC(=O)OC)=O methyl 3-((1R,2S)-2-(((benzyloxy)carbonyl)amino)cyclobutyl)-3-oxopropanoate